5-[7-methyl-6-[(4-methylsulfonylpiperazin-1-yl)methyl]-4-morpholin-4-ylthieno[3,2-d]pyrimidin-2-yl]pyrimidin-2-amine CC1=C(SC2=C1N=C(N=C2N2CCOCC2)C=2C=NC(=NC2)N)CN2CCN(CC2)S(=O)(=O)C